N1(CCOCC1)C=1C2=C(N=CN1)N(C(=C2)C2=CC=C(C=C2)NC(=O)C2=NC=CC(=C2)N[C@@H]2C[C@@H](CCC2)NC(OC(C)(C)C)=O)COCC[Si](C)(C)C tert-butyl N-[(1R,3S)-3-{[2-({4-[4-(morpholin-4-yl)-7-{[2-(trimethylsilyl)ethoxy]methyl}-7H-pyrrolo[2,3-d]pyrimidin-6-yl]phenyl}carbamoyl)pyridin-4-yl]amino}cyclohexyl]carbamate